2-(3-chloro-phenyl)-4,6-bis(naphthalen-1-yl)-benzoxazole ClC=1C=C(C=CC1)C=1OC2=C(N1)C(=CC(=C2)C2=CC=CC1=CC=CC=C21)C2=CC=CC1=CC=CC=C21